FC1=C(C=C(C(=C1)C)C1=CC(=NC(=C1)N1CCOCC1)OCCO)NC(=O)N1C[C@H](C[C@H](C1)C(F)(F)F)O (3S,5R)-N-[2-fluoro-5-[2-(2-hydroxyethoxy)-6-(morpholin-4-yl)pyridin-4-yl]-4-methylphenyl]-3-hydroxy-5-(trifluoromethyl)piperidine-1-carboxamide